FC1=CC(=C(C=C1)C1C(=C(NC(=N1)C=1SC=CN1)[C@H]1CC[C@H](CC1)C=1OC=C(N1)C(=O)OC)C(=O)OC)C (cis)-Methyl 2-(4-(6-(4-fluoro-2-methylphenyl)-5-(methoxycarbonyl)-2-(thiazol-2-yl)-3,6-dihydropyrimidin-4-yl)cyclohexyl)oxazole-4-carboxylate